triMethyl-silicon C[Si](C)C